6-AMINO-(1H)INDAZOLE-3-CARBOXALDEHYDE NC1=CC=C2C(=NNC2=C1)C=O